NC=1SC=C(N1)C1=C(C=CC=C1)CCCCCCO 6-[2-(2-aminothiazol-4-yl)phenyl]hexan-1-ol